[I-].C(C)[N+](CCC1=CN(C2=CC=CC=C12)C)(CC)CC Triethyl-[2-(1-methyl-1H-indol-3-yl)ethyl]azanium iodide